NCCCCCCNCCCCCCCCCCCCN N'-(6-aminohexyl)dodecan-1,12-diamin